3,5-bis(trifluoromethyl)azobenzene FC(C=1C=C(C=C(C1)C(F)(F)F)N=NC1=CC=CC=C1)(F)F